(S)-3-(3-(2-ethylbenzyl)phenyl)-3-(3-(4-hydroxy-1-methyl-2-oxo-1,2-dihydropyridin-3-yl)ureido)propanoic acid C(C)C1=C(CC=2C=C(C=CC2)[C@H](CC(=O)O)NC(=O)NC=2C(N(C=CC2O)C)=O)C=CC=C1